4-(1-(2-cyclopropyl-5-methoxy-4-nitrophenyl)piperidin-4-yl)piperazine-1-carboxylic acid tert-butyl ester C(C)(C)(C)OC(=O)N1CCN(CC1)C1CCN(CC1)C1=C(C=C(C(=C1)OC)[N+](=O)[O-])C1CC1